(2R,3R,4R,5S)-1-(((R)-1-(benzo[d]thiazol-4-yl)pyrrolidin-3-yl)methyl)-2-methylpiperidine-3,4,5-triol S1C=NC2=C1C=CC=C2N2C[C@H](CC2)CN2[C@@H]([C@H]([C@@H]([C@H](C2)O)O)O)C